ClC1=C2CCN([C@@H](C2=C(C=C1)OCC=1C=NC=CC1)CN1C(CCC1)=O)C(=O)[C@H]1[C@H](CCCC1)C(=O)O (1S,2R)-2-((S)-5-Chloro-1-((2-oxopyrrolidin-1-yl)methyl)-8-(pyridin-3-ylmethoxy)-1,2,3,4-tetrahydro-isoquinoline-2-carbonyl)cyclohexane-1-carboxylic acid